C(C)(C)(C)C1=NC=C(C=N1)C1=C(C(=O)N)C=C(C=C1N1C=NC=C1)OCCOC (2-tert-butylpyrimidin-5-yl)-3-(imidazol-1-yl)-5-(2-methoxyethoxy)benzamide